(2S)-2-amino-N-(3-methylamino-3-oxopropyl)-4-[{(1R)-1-[1-benzyl-4-(2,5-difluorophenyl)-1H-pyrrol-2-yl]-2,2-dimethylpropyl}(hydroxyacetyl)amino]butanamide N[C@H](C(=O)NCCC(=O)NC)CCN(C(CO)=O)[C@H](C(C)(C)C)C=1N(C=C(C1)C1=C(C=CC(=C1)F)F)CC1=CC=CC=C1